cerous chloride hydrate O.[Cl-].[Ce+3].[Cl-].[Cl-]